FC1(OC2=C(O1)C=CC(=C2)N)F 2,2-difluorobenzo[d][1,3]dioxolane-5-amine